BrC[P+](C1=CC=CC=C1)(C1=CC=CC=C1)C1=CC=CC=C1 bromomethyl(triphenyl)phosphonium